CC(C)CCCC(C)CCCC(C)CCCC(C)C(=O)SCCNC(=O)CCNC(=O)[C@@H](C(C)(C)COP(=O)(O)OP(=O)(O)OC[C@@H]1[C@H]([C@H]([C@@H](O1)N2C=NC3=C(N=CN=C32)N)O)OP(=O)(O)O)O The molecule is a multi-methyl-branched fatty acyl-CoA that results from the formal condensation of the thiol group of coenzyme A with the carboxy group of pristanic acid. It has a role as a human metabolite. It is a long-chain fatty acyl-CoA, a multi-methyl-branched fatty acyl-CoA and an 11,12-saturated fatty acyl-CoA. It derives from a pristanic acid. It is a conjugate acid of a pristanoyl-CoA(4-).